COC=1C=C(C=CC1OC)C=1NC2=CC=C(C=C2C1C(C)C)N1CCN(CC1)C1CCN(CCC1)C(C)C 2-(3,4-dimethoxyphenyl)-3-isopropyl-5-(4-(1-isopropylazepan-4-yl)piperazin-1-yl)-1H-indole